3,12-dioxododecanate O=C(CC(=O)[O-])CCCCCCCCC=O